C(CCCCC)(=O)OCC.[Mo+4] molybdenum (IV) 2-ethyl hexanoate